[Si](C)(C)(C(C)(C)C)OCCS(=O)(=O)CC(CCCC(C(=O)OC(C)(C)C)(C)C1=C(C(=CC=C1)CCC(=O)OCC)OC)(C)C tert-butyl 7-((2-((tert-butyldimethylsilyl)oxy) ethyl)sulfonyl)-2-(3-(3-ethoxy-3-oxopropyl)-2-methoxyphenyl)-2,6,6-trimethylheptanoate